(2S,4R)-1-[(3aR,6S,6aR)-4-acetyl-hexahydro-2H-furo[3,2-b]pyrrole-6-carbonyl]-4-fluoro-N-[(S)-phenyl[4-(propan-2-yl)phenyl]methyl]pyrrolidine-2-carboxamide C(C)(=O)N1[C@H]2[C@@H]([C@H](C1)C(=O)N1[C@@H](C[C@H](C1)F)C(=O)N[C@H](C1=CC=C(C=C1)C(C)C)C1=CC=CC=C1)OCC2